FC=1C=C2C(=C(C=3N(C2=CC1)C=NN3)C#N)N3CCC(CC3)OC3=CC=C(C=C3)OC(F)(F)F 7-fluoro-5-(4-(4-(trifluoromethoxy)phenoxy)piperidin-1-yl)-[1,2,4]triazolo[4,3-a]quinoline-4-carbonitrile